3-Bromo-8-methoxy-1,2,4-triazolo-[4,3-a]pyrazine BrC1=NN=C2N1C=CN=C2OC